2-[6-(3,5-Difluorophenyl)-3-fluoro-pyrazolo[4,3-b]pyridin-1-yl]-N,N-dimethyl-acetamide FC=1C=C(C=C(C1)F)C=1C=C2C(=NC1)C(=NN2CC(=O)N(C)C)F